5-(2,6-Difluorophenyl)-N-(5-{[(1S,2S)-2-hydroxycyclohexyl]carbamoyl}-2-methylphenyl)pyridine-3-carboxamide FC1=C(C(=CC=C1)F)C=1C=C(C=NC1)C(=O)NC1=C(C=CC(=C1)C(N[C@@H]1[C@H](CCCC1)O)=O)C